C(CCCCCCC)(=O)OC1=C2C(=CNC2=CC=C1)CCN(C(C)C)C(C)C 3-(2-(diisopropylamino)ethyl)-1H-indol-4-yl octanoate